NC1C(COC1)O 4-aminotetrahydrofuran-3-ol